[NH4+].CC(C(=O)O)CC 2-methylbutanoic acid ammonium